ClC=1C=CC(=NC1C)OC 5-chloro-2-methoxy-6-methylpyridine